[4-[6-bromo-4-(difluoromethyl)-2-methylindazol-3-yl]-2-(difluoromethoxy)-6-methoxyphenyl]-[3-hydroxy-3-(trifluoromethyl)azetidin-1-yl]methanone BrC=1C=C(C2=C(N(N=C2C1)C)C1=CC(=C(C(=C1)OC)C(=O)N1CC(C1)(C(F)(F)F)O)OC(F)F)C(F)F